4-chloro-5-nitro-1-(p-toluenesulfonyl)pyrrole ClC=1C=CN(C1[N+](=O)[O-])S(=O)(=O)C1=CC=C(C)C=C1